trifluoroethyl-phosphoric acid FC(COP(O)(O)=O)(F)F